C(C1=CC=CC=C1)(=O)OCCCCCCCOC(C1=CC=CC=C1)=O 4-heptylene dibenzoate